3-(1-(tert-butyl)-5-((5-(methoxymethyl)-1-methyl-1H-pyrazolo[3,4-b]pyridin-3-yl)amino)-1H-pyrazol-3-yl)cyclopentanol C(C)(C)(C)N1N=C(C=C1NC1=NN(C2=NC=C(C=C21)COC)C)C2CC(CC2)O